[N+](=[N-])=[13C](C1(C(C2=CC(C(C(C2(C(C1([2H])[2H])([2H])[2H])[2H])([2H])[2H])([2H])[2H])([2H])[2H])([2H])[2H])[2H])C1(C(C2=CC(C(C(C2(C(C1([2H])[2H])([2H])[2H])[2H])([2H])[2H])([2H])[2H])([2H])[2H])([2H])[2H])[2H] 2,2'-(diazomethylene-13C)dinaphthalene-d14